(5-(3-((1H-pyrrolo[3,2-b]pyridin-5-yl)oxy)phenyl)-4H-1,2,4-triazol-3-yl)(phenyl)methanone N1C=CC2=NC(=CC=C21)OC=2C=C(C=CC2)C=2NC(=NN2)C(=O)C2=CC=CC=C2